C(C)(C)(C)OC(=O)N1C[C@@H]2N(CC1)CC(NC2)=O.O=C2N(CC1=CC=C(C=C21)C#CC2=CC=CC=C2)[C@@H](C(=O)NC=2SC=CN2)C2=CC=CC=C2 |&1:36| (2RS)-2-[1-oxo-6-(2-phenylethynyl)isoindolin-2-yl]-2-phenyl-N-thiazol-2-yl-acetamide tert-butyl-(R)-7-oxooctahydro-2H-pyrazino[1,2-a]pyrazine-2-carboxylate